1-(anthraquinone-2-yl)ethyl-imidazole-1-carboxylate C1=C(C=CC=2C(C3=CC=CC=C3C(C12)=O)=O)C(C)OC(=O)N1C=NC=C1